FC=1C=C(C=C(C1)F)COC1=CC=CC(=N1)S(=O)(=O)NC(=O)C=1C(=NC=CC1)N1C(CC(C1)C)(C)C N-[[6-[(3,5-Difluorophenyl)methoxy]-2-pyridyl]sulfonyl]-2-(2,2,4-trimethylpyrrolidin-1-yl)pyridin-3-carboxamid